1-(4-(methoxy-d3)phenyl)-3-(2-methyl-2H-indazol-5-yl)-5-(methylamino)-7-((2,2,2-trifluoroethyl)amino)-3,4-dihydropyrimido[4,5-d]pyrimidin-2(1H)-one C(OC1=CC=C(C=C1)N1C(N(CC=2C1=NC(=NC2NC)NCC(F)(F)F)C2=CC1=CN(N=C1C=C2)C)=O)([2H])([2H])[2H]